(R)-N-((S)-1-(5-(2-methoxyquinolin-3-yl)-1,3,4-oxadiazol-2-yl)-7-oxononyl)-6-methyl-6-azaspiro[2.5]octane-1-carboxamide COC1=NC2=CC=CC=C2C=C1C1=NN=C(O1)[C@H](CCCCCC(CC)=O)NC(=O)[C@@H]1CC12CCN(CC2)C